1-amino-3-(dimethylamino)propan-2-ol NCC(CN(C)C)O